p-fluorobenzylthiobipyridine FC1=C(C(=NC=C1)C1=NC=CC=C1)SCC1=CC=CC=C1